C1(CC1)CN1C(=CC2=CC=CC(=C12)OCCN1C=NN=C1)C1=NC=2C(=CC=3CCNC(C3C2)=O)N1C 2-[1-(cyclopropylmethyl)-7-[2-(1,2,4-triazol-4-yl)ethoxy]indol-2-yl]-1-methyl-7,8-dihydro-6H-imidazo[4,5-g]isoquinolin-5-one